C(C)(=O)S[C@H]1[C@H]2[C@@H]3CC[C@](CCC(=O)O)([C@]3(CC[C@@H]2[C@]2(CCC(C=C2C1)=O)C)C)O 7α-acetylthio-17α-hydroxy-3-oxopregn-4-ene-21-carboxylic acid